CC(=CCC/C(=C/CC/C(=C/CC/C(=C/CC/C(=C/CC/C(=C/CC/C(=C/CC/C(=C/CC/C(=C/CC/C(=C/CC/C(=C/COP(=O)([O-])OP(=O)([O-])O[C@@H]1[C@@H]([C@H]([C@H]([C@H](O1)CO)O)O)O)/C)/C)/C)/C)/C)/C)/C)/C)/C)/C)C The molecule is dianion of alpha-D-galactosyl undecaprenyl diphosphate arising from deprotonation of both free diphosphate OH groups. It is an organophosphate oxoanion and a polyprenyl glycosyl phosphate. It is a conjugate base of an alpha-D-galactosyl undecaprenyl diphosphate.